FC1(CN[C@@H]2[C@H]1N(CC2)CC(C(=O)OC(C)(C)C)C)F tert-Butyl 3-((cis)-6,6-difluorohexahydropyrrolo[3,2-b]pyrrol-1(2H)-yl)-2-methylpropanoate